1,5-Di-mercaptonaphthalin SC1=CC=CC2=C(C=CC=C12)S